tert-butyl((S)-4-hydroxy-3-oxo-1-((S)-2-oxopiperidin-3-yl)butan-2-yl)carbamate C(C)(C)(C)OC(N[C@@H](C[C@H]1C(NCCC1)=O)C(CO)=O)=O